NC=1N=NC(=CC1C=1C=NN(C1)C(C)C1CCN(CC1)C(=O)OC(C)(C)C)C1=C(C=CC=C1)OCOC tert-butyl 4-(1-(4-(3-amino-6-(2-(methoxymethoxy)phenyl)pyridazin-4-yl)-1H-pyrazol-1-yl)ethyl)piperidine-1-carboxylate